C(C1=CC=CC=C1)C1=CC=C(C=C1)C1=C2C(=NO1)C=CC(=C2)C(=O)O (4-Benzylphenyl)benzo[c]isoxazole-5-carboxylic acid